5-(2-{[2-(4-fluorophenyl)-2-methylpropyl]amino}pyrimidin-5-yl)pyridine-3-carboxamide FC1=CC=C(C=C1)C(CNC1=NC=C(C=N1)C=1C=C(C=NC1)C(=O)N)(C)C